ethyl 4-(trifluoromethyl)-1,2,5-oxadiazole-3-carboxylate FC(C=1C(=NON1)C(=O)OCC)(F)F